N-benzyl-alpha-(4-fluorophenyl)nitrone tert-butyl-4'-cyano-2'-(4-methyl-1,2,4-triazol-3-yl)-[1,1'-biphenyl]-3-carboxylate C(C)(C)(C)OC(=O)C=1C=C(C=CC1)C1=C(C=C(C=C1)C#N)C1=NN=CN1C.C(C1=CC=CC=C1)[N+](=CC1=CC=C(C=C1)F)[O-]